N1N=CC(=C1)CCNC1=NC(=NC(=C1C)C)C(=O)NCC(C)(C1=CC=CC=C1)O 4-((2-(1H-pyrazol-4-yl)ethyl)amino)-N-(2-hydroxy-2-phenylpropyl)-5,6-dimethylpyrimidine-2-carboxamide